CN1C(=NC2=C1C=CC=C2)NC=2SC1=C(N2)C=CC(=C1)C(F)(F)F 1-Methyl-2-(6-trifluoromethyl-benzothiazol-2-ylamino)-1H-benzimidazole